(R)-1-(2-Ethynylthiazol-4-yl)-3-(2-hydroxy-1-(4-(1-methyl-1,2,3,6-tetrahydro-pyridin-4-yl)phenyl)ethyl)urea C(#C)C=1SC=C(N1)NC(=O)N[C@@H](CO)C1=CC=C(C=C1)C=1CCN(CC1)C